(S)-(2-(1,5-dimethyl-1H-pyrazol-4-yl)oxazol-5-yl)(4-(4-(trifluoromethyl)pyrazolo[1,5-a]pyridin-2-yl)-1,4,6,7-tetrahydro-5H-imidazo[4,5-c]pyridin-5-yl)methanone CN1N=CC(=C1C)C=1OC(=CN1)C(=O)N1[C@@H](C2=C(CC1)NC=N2)C2=NN1C(C(=CC=C1)C(F)(F)F)=C2